FC(C=1C=C(C=CC1)[C@@H]1CC2(CN(C2)C=O)CC1)(F)F ((S)-6-(3-(trifluoromethyl)phenyl)-2-azaspiro[3.4]octan-2-yl)methanon